CC1=C2C(=CC(=C1)O2)CC methyl-6-ethyl-1,4-phenylene ether